N-((3R,4S)-4-((6-(2,6-dichloro-3,5-dimethoxyphenyl)-8-isopropyl-7-thioxo-5,6,7,8-tetrahydropyrimido[4,5-d]pyrimidin-2-yl)amino)tetrahydrofuran-3-yl)acrylamide ClC1=C(C(=C(C=C1OC)OC)Cl)N1C(N(C2=C(C1)C=NC(=N2)N[C@H]2[C@H](COC2)NC(C=C)=O)C(C)C)=S